F[P-](F)(F)(F)(F)F.CN(C)C(=[N+]1N=[N+](C2=NC=CC=C21)[O-])N2CCOCC2 1-[(Dimethylamino)-(morpholino)methylene]-1H-[1,2,3]triazolo[4,5-b]pyridine-1-ium 3-oxide hexafluoro-phosphate